C1(CCC1)C(C)OC1=CC=NC2=CC(=C(C=C12)OC(C)C)C(=O)N 4-(1-cyclobutylethoxy)-6-(prop-2-yloxy)quinoline-7-carboxamide